3,4-dinitrothiophene [N+](=O)([O-])C1=CSC=C1[N+](=O)[O-]